CC(C)(COP(=O)([O-])OP(=O)([O-])OC[C@@H]1[C@H]([C@H]([C@@H](O1)N2C=NC3=C(N=CN=C32)N)O)OP(=O)([O-])[O-])[C@H](C(=O)NCCC(=O)NCCSC(=O)C[C@H](CCCCCCCCC(=O)[O-])O)O The molecule is an acyl-CoA oxoanion that is the pentaanion of (S)-3-hydroxydodecanedioyl-CoA, arising from deprotonation of the phosphate, diphosphate and carboxylic acid functions; major species at pH 7.3. It is a conjugate base of a (S)-3-hydroxydodecanedioyl-CoA.